(1R,2R)-N1,N1,N2,N2-tetramethylcyclohexane-1,2-diamine CN([C@H]1[C@@H](CCCC1)N(C)C)C